COC1=NC=C(C(=C1)B(O)O)C(F)(F)F (2-methoxy-5-(trifluoromethyl)pyridin-4-yl)boronic acid